[O-2].[Md+].[Md+] mendelevium(I) oxide